BrC1=CC=2N(C3=CC(=CC=C3OC2C=C1)C=1C=C2C=CNC2=CC1)CCN1CCOCC1 2-bromo-8-(1H-indol-5-yl)-10-(2-morpholinoethyl)-10H-phenoxazine